(S)-ethyl 2-(((9H-fluoren-9-yl)methoxy)carbonylamino)-3-(3-((R)-2,3-dihydro-1H-inden-1-yl)ureido)propanoate C1=CC=CC=2C3=CC=CC=C3C(C12)COC(=O)N[C@H](C(=O)OCC)CNC(=O)N[C@@H]1CCC2=CC=CC=C12